S([O-])(O)(=O)=O.C(C)N1C=[N+](C=C1)CC1=CC=C(C=C1)C=C 3-ethyl-1-(4-vinylbenzyl)-3H-imidazol-1-ium bisulfate